Methyl-(S,E)-(7-(dimethylamino)-1-((1-((7-(2-methylprop-1-en-1-yl)-3H-imidazo[4,5-c]pyridin-2-yl)methyl)-2-oxo-1,2-dihydropyridin-3-yl)amino)-1,7-dioxohept-5-en-2-yl)carbamat COC(N[C@H](C(=O)NC=1C(N(C=CC1)CC1=NC2=C(C=NC=C2C=C(C)C)N1)=O)CC\C=C\C(=O)N(C)C)=O